BrC1=NC=CC(=N1)C(=O)NC=1C=NC(=CC1)C(C)(C)O 2-bromo-N-(6-(2-hydroxy-prop-2-yl)pyridin-3-yl)pyrimidine-4-carboxamide